(R,Z)-3-((3-butyl-2-methyl-5-(1-methylcyclopropyl)-7-(methylthio)-1,1-dioxido-2,3,4,5-tetrahydrobenzo[f][1,2,5]thiadiazepin-8-yl)oxy)-2-fluoroacrylic acid C(CCC)[C@H]1N(S(C2=C(N(C1)C1(CC1)C)C=C(C(=C2)O\C=C(\C(=O)O)/F)SC)(=O)=O)C